FC1=C(OP(=O)(OC2=CC=CC=C2)N[C@@H](C)C(=O)O)C(=C(C(=C1F)F)F)F ((perfluorophenoxy)(phenoxy)phosphoryl)-L-alanine